N1(CCC1)C(=O)OC1CCC(CC1)C(N(CC12CCC(CC1)(CC2)C2=CC(=C(C=C2)OC)C)C2=NC=CC(=C2)C=2C=NN(C2)C(C)C)=O 4-((4-(1-Isopropyl-1H-pyrazol-4-yl)pyridin-2-yl)((4-(4-methoxy-3-methylphenyl)bicyclo[2.2.2]octan-1-yl)methyl)carbamoyl)cyclohexyl trans-azetidine-1-carboxylate